phenyl-D-alaninamide C1(=CC=CC=C1)N[C@H](C)C(=O)N